(2R,3R,4S,5R,6R)-6-((5-(tert-butyl)isoxazol-3-yl)methyl)-4-(4-(4-chloro-3,5-difluorophenyl)-1H-1,2,3-triazol-1-yl)-2-(hydroxymethyl)-5-methoxytetrahydro-2H-pyran-3-ol C(C)(C)(C)C1=CC(=NO1)C[C@@H]1[C@@H]([C@H]([C@H]([C@H](O1)CO)O)N1N=NC(=C1)C1=CC(=C(C(=C1)F)Cl)F)OC